benzyl 4-[5-[(3R)-3-(tert-butoxycarbonylamino)-4-oxo-3,5-dihydro-2H-1,5-benzothiazepin-7-yl]-1,3,4-oxadiazol-2-yl]-4-cyano-piperidine-1-carboxylate C(C)(C)(C)OC(=O)N[C@H]1CSC2=C(NC1=O)C=C(C=C2)C2=NN=C(O2)C2(CCN(CC2)C(=O)OCC2=CC=CC=C2)C#N